4-[(2,3-dihydroxypropyl)-amino]-3-nitro-1-trifluoromethyl-benzene OC(CNC1=C(C=C(C=C1)C(F)(F)F)[N+](=O)[O-])CO